platinum rhodium copper-platinum [Pt].[Cu].[Rh].[Pt]